CN(C(CC(CCC)C)=O)C N,N-dimethyl-3-methyl-hexanamide